(R)-tetrahydrofuran-3-yl-p-toluenesulfonate O1C[C@@H](CC1)OS(=O)(=O)C1=CC=C(C)C=C1